F[C@@H]1[C@@H](C1)C(=O)NC=1C=C2C(=CN1)N(C(=C2)C=2C(=NC=NC2C)OC)C (1S,2S)-2-fluoro-N-[2-(4-methoxy-6-methylpyrimidin-5-yl)-1-methylpyrrolo[2,3-c]pyridin-5-yl]cyclopropane-1-carboxamide